(2R,5'S)-7-(dimethylcarbamoyl)-3-oxo-3,4-dihydrospiro[benzo[b][1,4]oxazine-2,3'-pyrrolidine] CN(C(=O)C=1C=CC2=C(O[C@]3(CNCC3)C(N2)=O)C1)C